C(C)OC(OCC)OCC (diethoxymethoxy)ethane